8-oxo-N-(2,4,6-trifluorobenzyl)-5,6,7,8-tetrahydroquinoline-5-carboxamide O=C1CCC(C=2C=CC=NC12)C(=O)NCC1=C(C=C(C=C1F)F)F